(2S,4R)-N-(2-(2-(azetidin-3-yl)ethoxy)-4-(4-methylthiazol-5-yl)benzyl)-1-((S)-2-(1-fluorocyclopropanecarboxamido)-3,3-dimethylbutanoyl)-4-hydroxypyrrolidine-2-carboxamide N1CC(C1)CCOC1=C(CNC(=O)[C@H]2N(C[C@@H](C2)O)C([C@H](C(C)(C)C)NC(=O)C2(CC2)F)=O)C=CC(=C1)C1=C(N=CS1)C